FC(C(=O)O)(F)F.O=C1N(CC2=CC=C(C=C12)N1CCNCC1)C1C(NC(CC1)=O)=O 3-(1-oxo-6-(piperazin-1-yl)isoindolin-2-yl)piperidine-2,6-dione trifluoroacetate